ClC[C@]1([C@]([C@@H](CC1)CC1=CC=C(C=C1)F)(O)CN1N=CN=C1)C (1S,2R-5S)-2-chloromethyl-5-(4-fluorobenzyl)-2-methyl-1-(1H-1,2,4-triazol-1-ylmethyl)cyclopentanol